C(C)(=O)C=1C=C(C=C2C(N(C=3N(C12)C=NC3C=3C=NC(=NC3)NC(OC(C)(C)C)=O)C([2H])([2H])[2H])=O)C tert-butyl (5-(9-acetyl-7-methyl-4-(methyl-d3)-5-oxo-4,5-dihydroimidazo[1,5-a]quinazolin-3-yl)pyrimidin-2-yl)carbamate